OC[C@H]1N(C[C@@H]([C@H]([C@@H]1O)O)O)CCCCCCNC1=CC(=CC(=C1)C1=NC=CN=C1)OC (2R,3R,4R,5S)-2-(hydroxymethyl)-1-(6-{[3-methoxy-5-(pyrazin-2-yl)phenyl]amino}hexyl)piperidine-3,4,5-triol